2-amino-5-{2-[(1S)-1-cyclopropylethyl]-1-oxo-7-(trifluoromethoxy)-2,3-dihydro-1H-isoindol-5-yl}-N-[(3S)-2-oxopyrrolidin-3-yl]pyrazolo[1,5-a]pyrimidine-3-carboxamide NC1=NN2C(N=C(C=C2)C=2C=C3CN(C(C3=C(C2)OC(F)(F)F)=O)[C@@H](C)C2CC2)=C1C(=O)N[C@@H]1C(NCC1)=O